1-methyl-2-oxoindoline-5-carboxamide CN1C(CC2=CC(=CC=C12)C(=O)N)=O